[Si](C1=CC=CC=C1)(C1=CC=CC=C1)(C(C)(C)C)OC[C@H]1[C@@H](C1)C#CC1=C(C(=O)OC(C)(C)C)C=CC=C1 tert-butyl 2-(((1R,2R)-2-(((tert-butyldiphenylsilyl)oxy)methyl)cyclopropyl)ethynyl)benzoate